triazineon N1=NNC(C=C1)=O